1-((2-ethyl-5-nitrophenyl)sulfonyl)-4-methyl-1,4-diazepane C(C)C1=C(C=C(C=C1)[N+](=O)[O-])S(=O)(=O)N1CCN(CCC1)C